FC1=C(C=CC=C1)C1=CNC2=C1C(=NC=C2)N2[C@H](CN(CC2)C(=O)OC(C)(C)C)C tert-butyl (S)-4-(3-(2-fluorophenyl)-1H-pyrrolo[3,2-c]pyridin-4-yl)-3-methylpiperazine-1-carboxylate